chloro-N-(3-fluoro-5-((1-isopropylcyclopropyl)ethynyl)phenyl)-N-methyl-[1,2,4]triazolo[4,3-a]quinazolin-5-amine ClC1=NN=C2N1C1=CC=CC=C1C(=N2)N(C)C2=CC(=CC(=C2)C#CC2(CC2)C(C)C)F